ClC1=C(C=C2C(CN(C2=C1)C1=NC(=NC=N1)NC1=C(C=C(C(=C1)[N+](=O)[O-])N1C[C@@H](CC1)N(C)C)OC)(C)C)F (R)-4-(6-chloro-5-fluoro-3,3-dimethylindolin-1-yl)-N-(4-(3-(dimethylamino)pyrrolidin-1-yl)-2-methoxy-5-nitrophenyl)-1,3,5-triazin-2-amine